C1(CC1)C=1N=C(C(=NC1C=1C2=C(C=NC1)N(C=N2)C)C(=O)N)NC=2C(=NN(C2)C[C@@H](CF)F)C |o1:29| 5-Cyclopropyl-6-(3-methylimidazo[4,5-c]pyridin-7-yl)-3-[[3-methyl-1-[rel-(2S)-2,3-difluoropropyl]pyrazol-4-yl]amino]pyrazin-2-carboxamid